CO[Si](OC)(OC)CCCNCCC[Si](OC)(OC)OC Bis-(trimethoxysilylpropyl)amine